1-(4-(Chloromethyl)phenyl)-N,N-dimethylmethylamine ClCC1=CC=C(C=C1)CN(C)C